1-tert-butyl 2-methyl-4-[2-[2-(dimethylamino)ethoxy]-5,6,7,8-tetrahydropyrido[3,4-d]pyrimidin-4-yl]piperazine-1,2-dicarboxylate CC1(N(CCN(C1)C=1C2=C(N=C(N1)OCCN(C)C)CNCC2)C(=O)OC(C)(C)C)C(=O)[O-]